C1(CC1)C1=C(C(=NO1)C1=C(C=CC=C1)OC(F)(F)F)COC1C(CNCC1)(F)F 4-((5-cyclopropyl-3-(2-(trifluoromethoxy)phenyl)isoxazol-4-yl)methoxy)-3,3-difluoropiperidine